tert-butyl 6-benzyl-5-oxo-1,4,5,6-tetrahydropyrido[3,4-c][1,8]naphthyridine-3(2H)-carboxylate C(C1=CC=CC=C1)N1C(C2=C(C=3C=CC=NC13)CCN(C2)C(=O)OC(C)(C)C)=O